NC=1C=2N(C3=CC(=CC=C3N1)C(=O)N(C1COC3=C1C=CC(=C3)C(F)(F)F)CC3CC3)C=NN2 4-amino-N-(cyclopropylmethyl)-N-(6-(trifluoromethyl)-2,3-dihydrobenzofuran-3-yl)-[1,2,4]triazolo[4,3-a]quinoxaline-8-carboxamide